O=C1NC(CCC1C1=C(C=C(C=C1F)N1CC(C1)CC(=O)NC1=CC(=CC=C1)OC(F)(F)F)F)=O 2-(1-(4-(2,6-dioxopiperidin-3-yl)-3,5-difluorophenyl)azetidin-3-yl)-N-(3-(trifluoromethoxy)phenyl)acetamide